8-Bromo-4-iodo-isoquinoline BrC=1C=CC=C2C(=CN=CC12)I